O1C(CCCC1)N tetrahydropyran-2-yl-amine